rel-5-[[2-[(2S,5R)-2-(4-chlorophenyl)-5-methyl-1-piperidyl]-2-oxo-acetyl]amino]pyridine-3-carboxamide ClC1=CC=C(C=C1)[C@H]1N(C[C@@H](CC1)C)C(C(=O)NC=1C=C(C=NC1)C(=O)N)=O |o1:7,10|